2-(piperazin-1-yl-pyrimidin-5-yl)ethan-1-amine N1(CCNCC1)C1=NC=C(C=N1)CCN